(S)-4-ethyl-2-methyl-9-neopentyl-1-oxa-4,9-diazaspiro[5.5]undecan-3-one C(C)N1C([C@@H](OC2(C1)CCN(CC2)CC(C)(C)C)C)=O